OC(C=O)CC 2-hydroxybutan-1-one